CC1(N(CCCC1)C(=O)NCCCCC1=CC=CC=C1)C 2,2-Dimethyl-N-(4-phenylbutyl)piperidine-1-carboxamide